C(C)(C)(C)OC(NCC1(CCCC1)C)=O ((1-methylcyclopentyl)methyl)carbamic acid tert-butyl ester